butyl 6-(3-acetyl-4-bromo-5-methyl-1H-pyrazol-1-yl)-2-azaspiro[3.3]heptane-2-carboxylate C(C)(=O)C1=NN(C(=C1Br)C)C1CC2(CN(C2)C(=O)OCCCC)C1